N-[4-(3-chloro-4-cyano-phenoxy)cyclohexyl]-4-(4-formyl-1-piperidyl)benzamide ClC=1C=C(OC2CCC(CC2)NC(C2=CC=C(C=C2)N2CCC(CC2)C=O)=O)C=CC1C#N